ClCC=CC(=O)NC1=C(C(=CC=C1)OC=1C=2N(C=C(N1)C=1C=NN(C1)C)N=CC2)C (E) and (Z)-4-chloro-N-(2-methyl-3-((6-(1-methyl-1H-pyrazol-4-yl)pyrazolo[1,5-a]pyrazin-4-yl)oxy)phenyl)but-2-enamide